tert-butyl (S)-2-(4-(4-(3-hydroxyprop-1-yn-1-yl)phenyl)-2,3,9-trimethyl-6H-thieno[3,2-f][1,2,4]triazolo[4,3-a][1,4]diazepin-6-yl)acetate OCC#CC1=CC=C(C=C1)C1=N[C@H](C=2N(C3=C1C(=C(S3)C)C)C(=NN2)C)CC(=O)OC(C)(C)C